(rac)-trans-3-amino-1-(N-(2-hydroxy-2-methylpropyl)sulfamoyl)-4-(3-(4,4,5,5-tetramethyl-1,3,2-dioxaborolan-2-yl)propyl)pyrrolidine-3-carboxylic acid N[C@@]1(CN(C[C@H]1CCCB1OC(C(O1)(C)C)(C)C)S(NCC(C)(C)O)(=O)=O)C(=O)O |r|